(2S,3R)-1-(9H-fluoren-9-ylmethoxycarbonyl)-3-tetrahydropyran-2-yloxy-pyrrolidine-2-carboxylic acid C1=CC=CC=2C3=CC=CC=C3C(C12)COC(=O)N1[C@@H]([C@@H](CC1)OC1OCCCC1)C(=O)O